1-(methyl-d3)-3-(((2R,3S)-2-methyloxetan-3-yl)oxy)-4-nitro-1H-pyrazole C(N1N=C(C(=C1)[N+](=O)[O-])O[C@@H]1[C@H](OC1)C)([2H])([2H])[2H]